5-amino-N-(4-(4-amino-2-ethyl-1H-imidazo[4,5-c]quinolin-1-yl)butyl)picolinamide NC=1C=CC(=NC1)C(=O)NCCCCN1C(=NC=2C(=NC=3C=CC=CC3C21)N)CC